BrC1=C2C=CC(=CC2=CC=C1)CO (5-Bromonaphthalen-2-yl)methanol